CC=1N=NN(C1)C1=NC=C(C=C1Cl)[N+](=O)[O-] methyl-1-(3-chloro-5-nitropyridin-2-yl)-1H-1,2,3-triazole